ClC1=CC=C(CNC2=C3N=CN(C3=NC(=N2)C=2C=NC=C(C2)Cl)[C@H]2[C@@H]([C@@H]([C@H](O2)C(=O)NC([2H])([2H])[2H])O)O)C=C1 (2S,3S,4R,5R)-5-(6-(4-chlorobenzylamino)-2-(5-chloropyridin-3-yl)-9H-purin-9-yl)-3,4-dihydroxyl-N-(methyl-d3)-tetrahydrofuran-2-formamide